BrC1=CC(=CC=2C3C(CN(C12)[C@H]1C[C@@H](N(C1)C(=O)OC(C)(C)C)CO)C3)Cl (2R,4S)-tert-butyl 4-(4-bromo-6-chloro-1a,2-dihydro-1H-cyclopropa[c]quinolin-3(7bH)-yl)-2-(hydroxymethyl)pyrrolidine-1-carboxylate